2-((2-(2,6-dioxopiperidin-3-yl)-1,3-dioxoisoindol-4-yl)thio)acetic acid O=C1NC(CCC1N1C(C2=CC=CC(=C2C1=O)SCC(=O)O)=O)=O